[C@@H]1([C@H](O)[C@@H](O)[C@H](O)[C@H](O1)CO)OC[C@@H](COC(\C=C\C1=CC=C(C=C1)O)=O)O (E)-3-(4-Hydroxyphenyl)Propenoic Acid (2S)-3-(beta-D-Glucopyranosyloxy)-2-Hydroxypropyl Ester